C1(CCCC1)OC=1SC2=C(N1)NC(=C2)C(=O)NC2CC[Si](CCC2)(C)C 2-(cyclopentoxy)-N-(1,1-dimethylsilepan-4-yl)-4H-pyrrolo[2,3-d]thiazole-5-carboxamide